5-{2-[5-Chloro-2-(5-ethoxychinolin-8-sulfonamido)phenyl]ethynyl}-4-methoxypyridin ClC=1C=CC(=C(C1)C#CC=1C(=CC=NC1)OC)NS(=O)(=O)C=1C=CC(=C2C=CC=NC12)OCC